(5-methyl-4-nitro-2-pyrrolidin-1-ylphenyl)-(4-methyl-2-phenylpiperazin-1-yl)methanone CC=1C(=CC(=C(C1)C(=O)N1C(CN(CC1)C)C1=CC=CC=C1)N1CCCC1)[N+](=O)[O-]